2-[(4-{6-[(4-Cyano-2-fluorobenzyl)oxy]pyridin-2-yl}piperidin-1-yl)methyl]-3-(1,3-oxazol-2-ylmethyl)-3H-imidazo[4,5-b]pyridin C(#N)C1=CC(=C(COC2=CC=CC(=N2)C2CCN(CC2)CC2=NC=3C(=NC=CC3)N2CC=2OC=CN2)C=C1)F